C(OCCC1=C(C(NC12CCN(CC2)OC)=O)C2=C(C=C(C=C2C)Cl)C)([O-])=O 3-mono(4-chloro-2,6-dimethylphenyl)-8-methoxy-2-oxo-1,8-diazaspiro[4.5]dec-3-en-4-ylethyl carbonate